C(#N)N=C(NCC(CC1=CC=CC=C1)N(C)C)NCCC1=CC=C(C=C1)O 2-cyano-1-(2-(dimethylamino)-3-phenylpropyl)-3-(4-hydroxyphenylethyl)guanidine